7-(((3S,4R)-3-fluoro-1-methylpiperidin-4-yl)amino)-3-(2,2,2-trifluoroethyl)benzo[b]thiophen F[C@H]1CN(CC[C@H]1NC1=CC=CC2=C1SC=C2CC(F)(F)F)C